4-Chloro-5-methyl-1H-pyrazol-3-amine ClC=1C(=NNC1C)N